BrC1=CC(C2=C(C=CO2)C1=O)=O 5-bromobenzofuran-4,7-dione